NC1=C(N=CC2=C(C(=CC=C12)F)C=1N=CSC1COC)C(=O)NCCC 4-amino-7-fluoro-8-(5-(methoxymethyl)thiazol-4-yl)-N-propylisoquinoline-3-carboxamide